disuccinimidyl-glutarimide C1(CCC(N1C1(CC(=O)NC(C1)=O)N1C(CCC1=O)=O)=O)=O